3-(5-methyl-1,3-thiazol-2-yl)-5-[(2S)-tetrahydrofur-2-ylmethoxy]benzamide CC1=CN=C(S1)C=1C=C(C(=O)N)C=C(C1)OC[C@H]1OCCC1